N1(CCC[C@H]2CCCC[C@H]12)C([C@H](N(CC1=C(C=C(C=C1)OC)OC)C1CC1)C1CNC1)=O (2R)-1-[(4aR,8aS)-decahydroquinolin-1-yl]-2-(azetidin-3-yl)-2-{cyclopropyl[(2,4-dimethoxyphenyl)methyl]amino}ethan-1-one